NC1=CC=C(C=N1)N1C[C@H](CCC1)N(CC1=NC=CC=C1)CC1=CN2C3=C(C(=C(C=C3C1=O)F)F)OCC2 (S)-6-(((1-(6-aminopyridin-3-yl)piperidin-3-yl)(pyridin-2-ylmethyl)amino)methyl)-9,10-difluoro-2,3-dihydro-7H-[1,4]oxazino[2,3,4-ij]quinolin-7-one